CP1(CCC(CC1)CNC(OC(C)(C)C)=O)=O tert-butyl ((1-methyl-1-oxidophosphinan-4-yl)methyl)carbamate